ethoxydimethyl-(phenyl)silane C(C)O[Si](C1=CC=CC=C1)(C)C